COC1=C(C=CC=C1OC)CC(=O)O 2,3-dimethoxyphenylacetic acid